Methyl (1R,4R)-9-bromo-4-hydroxy-1-methyl-1,2,3,4-tetrahydrobenzo[4,5]imidazo[1,2-a]pyridine-7-carboxylate BrC1=CC(=CC=2N=C3N([C@@H](CC[C@H]3O)C)C21)C(=O)OC